N1(CC2(CC1)CNC1=C(O2)N=CC=C1)C#N 1,2-dihydrospiro[pyrido[2,3-b][1,4]oxazine-3,3'-pyrrolidine]-1'-carbonitrile